1-[(2R,3R,4S,5R)-3,4-dihydroxy-5-(hydroxymethyl)oxolan-2-yl]-1H-1,2,4-triazole-3-carboxamide O[C@H]1[C@@H](O[C@@H]([C@H]1O)CO)N1N=C(N=C1)C(=O)N